N-(4-cyclopropyl-2,5-difluorophenyl)-6-(difluoromethoxy)pyrazolo[1,5-a]pyridine-3-sulfonamide C1(CC1)C1=CC(=C(C=C1F)NS(=O)(=O)C=1C=NN2C1C=CC(=C2)OC(F)F)F